5,9-dioxo-N-(2-(pyrrolidin-1-yl)ethyl)-5,9-dihydrothieno[2,3-g]quinoxaline-7-carboxamide O=C1C=2N=CC=NC2C(C2=C1SC(=C2)C(=O)NCCN2CCCC2)=O